ClC=1C=C(C(=C(C1)C1=NC=NN2C1=CC(=C2)CN2C(C1C(C1C2=O)(C)C)=O)CC2CNCC(O2)CF)C 3-((4-(5-chloro-2-((6-(fluoromethyl)morpholin-2-yl)methyl)-3-methylphenyl)pyrrolo[2,1-f][1,2,4]triazin-6-yl)methyl)-6,6-dimethyl-3-azabicyclo[3.1.0]hexane-2,4-dione